COC1(CC=C(C(C2=CC=CC=C2)(C2=CC=CC=C2)OC[C@@H]2[C@H]([C@H]([C@@H](O2)N2C=CC=3C(NC(C4=CC=CC=C4)=O)=NC=NC23)F)O)C=C1)OC 5'-O-(4,4-dimethoxytrityl)-N6-benzoyl-7-deaza-2'-deoxy-2'-fluoroadenosine